bis[sulphosuccinimidyl] suberate C(CCCCCCC(=O)ON1C(C(CC1=O)S(=O)(=O)O)=O)(=O)ON1C(C(CC1=O)S(=O)(=O)O)=O